(1E)-1-(1-{4-[amino(dimethylidene)-λ6-sulfanyl]phenyl}ethylidene)-2-phenylhydrazine NS(C1=CC=C(C=C1)\C(\C)=N\NC1=CC=CC=C1)(=C)=C